(3-fluoro-4-pyridyl)methyl-methyl-amine FC=1C=NC=CC1CNC